The molecule is a carboxylic ester resulting from the formal condensation of the carboxy group of (2S)-3-hydroxy-2-phenylpropanoic acid with the hydroxy group of (3-endo)-8-(4-butoxybenzyl)-3-hydroxy-8-methyl-8-azoniabicyclo[3.2.1]octane. Its bromide salt is used as an antispasmodic drug. It has a role as a muscarinic antagonist and an antispasmodic drug. It is an aromatic ether, a carboxylic ester, a quaternary ammonium ion and a bridged compound. CCCCOC1=CC=C(C=C1)C[N+]2([C@@H]3CC[C@H]2CC(C3)OC(=O)[C@H](CO)C4=CC=CC=C4)C